N1CCOCC12CCNCC2 4-oxa-1,9-diazaspiro[5.5]Undecane